4-(2-((S)-1-(2-(pyridin-2-yl)propan-2-yl)-3-((R or S)-2,2,2-trifluoro-1-hydroxyethyl)pyrrolidin-3-yl)ethyl)benzonitrile N1=C(C=CC=C1)C(C)(C)N1C[C@](CC1)([C@H](C(F)(F)F)O)CCC1=CC=C(C#N)C=C1 |o1:14|